CN1C(N(C2=C1C=C(C=C2)C#CCCOC2CCNCC2)C2C(NC(CC2)=O)=O)=O 3-[3-methyl-2-oxo-5-[4-(4-piperidyloxy)but-1-ynyl]benzimidazol-1-yl]piperidine-2,6-dione